C(#N)C=1C=C(C=CC1C(=O)OC)N1CCN(CC1)C(=O)[O-] 4-(3-Cyano-4-(methoxycarbonyl)phenyl)piperazine-1-carboxylate